C(C)(=O)OC[C@H](C=C)N(C(=O)OC(C)(C)C)N1C(=C(C(C(=C1)C(NCC1=C(C=C(C=C1F)F)F)=O)=O)OCC1=CC=CC=C1)C(N[C@@H](C)C=C)=O (S)-2-((3-(benzyloxy)-2-(((S)-but-3-en-2-yl)carbamoyl)-4-oxo-5-((2,4,6-trifluorobenzyl)carbamoyl)pyridin-1(4H)-yl) (tert-butoxycarbonyl)amino)but-3-en-1-yl acetate